S(=O)(=O)(OC=C)OCCC vinyl n-propyl sulfate